(1s,4s)-ethyl 4-(4-(2-(3-(3-amino-6-(2-hydroxyphenyl)pyridazin-4-yl)-3,8-diazabicyclo[3.2.1]octan-8-yl)pyrimidin-5-yl)phenyl)cyclohexanecarboxylate NC=1N=NC(=CC1N1C[C@@H]2CCC(C1)N2C2=NC=C(C=N2)C2=CC=C(C=C2)C2CCC(CC2)C(=O)OCC)C2=C(C=CC=C2)O